[Si](C1=CC=CC=C1)(C1=CC=CC=C1)(C(C)(C)C)O[C@]1(CN(CCOC1)C1=NC(=NC(=N1)C#N)O[C@@H](C)[C@H]1N(C[C@@H](C1)F)C(=O)OC(C)(C)C)C Tert-butyl (2S,4R)-2-((S)-1-((4-((S)-6-((tert-butyldiphenylsilyl)oxy)-6-methyl-1,4-oxazepan-4-yl)-6-cyano-1,3,5-triazin-2-yl)oxy)ethyl)-4-fluoropyrrolidine-1-carboxylate